P(=O)(O)(O)O.FC=1C=C(C=CC1C=1C=NC(=CC1)C=1N=NN(N1)CCC)N1C(O[C@@H](C1)C(C1CC1)O)=O (S)-3-(3-fluoro-4-(6-(2-propyl-2H-tetrazol-5-yl)pyridin-3-yl)phenyl)-5-(1-hydroxy-1-cyclopropylmethyl)oxazolidin-2-one phosphate